BrC1=CC2=C(N=CN=C2N[C@H](C)C=2C=NC(=NC2)C(F)(F)F)N=C1 (R)-6-bromo-N-(1-(2-(trifluoromethyl)pyrimidin-5-yl)ethyl)pyrido[2,3-d]Pyrimidin-4-amine